BrC=1C=C2C(=NC1)N(N=C2C(=O)[O-])C2CC2 5-Bromo-1-cyclopropyl-1H-pyrazolo[3,4-b]pyridine-3-carboxylate